C(#N)C1=C(C=C(C=C1)C=1N=C(SC1)N1CCC(CC1)NC(OC(C)(C)C)=O)F tert-butyl (1-(4-(4-cyano-3-Fluorophenyl)thiazol-2-yl)piperidin-4-yl)carbamate